N-(2-Amino-3-fluoro-4-((4-aminobenzyl)amino)phenyl)heptanamid NC1=C(C=CC(=C1F)NCC1=CC=C(C=C1)N)NC(CCCCCC)=O